6-(cyclopropanecarboxamido)-N-methyl-4-((6-((1-(tetrahydrofuran-3-yl)azetidin-3-yl)oxy)-[1,2,4]triazolo[1,5-a]pyridin-2-yl)amino)pyridazine-3-carboxamide C1(CC1)C(=O)NC1=CC(=C(N=N1)C(=O)NC)NC1=NN2C(C=CC(=C2)OC2CN(C2)C2COCC2)=N1